C1(CCC1)OC1=C(C(=O)NS(=O)(=O)N2CCCC2)C=CC(=C1F)C(=O)N1CC2=C(CC1)C=1C=CC(=C(C1OC2=O)C)N2C[C@@H](N(CC2)CC)COC (R)-2-cyclobutoxy-4-(8-(4-ethyl-3-(methoxymethyl)piperazin-1-yl)-7-methyl-5-oxo-1,3,4,5-tetrahydro-2H-chromeno[3,4-c]pyridine-3-carbonyl)-3-fluoro-N-(pyrrolidin-1-ylsulfonyl)benzamide